C(C1=CC=CC=C1)[C@H](NC(CNC(CNC(OCC1C2=CC=CC=C2C=2C=CC=CC12)=O)=O)=O)C(NCC(NCOCC(=O)O)=O)=O (S)-11-benzyl-1-(9H-fluoren-9-yl)-3,6,9,12,15-pentaoxo-2,18-dioxa-4,7,10,13,16-pentaazaeicosane-20-oic acid